OC=1C=C2CN(CC2=CC1OC)C(C[C@@H](C(=O)OC)C)=O methyl (2S)-4-(5-hydroxy-6-methoxy-isoindolin-2-yl)-2-methyl-4-oxo-butanoate